CN1CC(C1)(C)[C@@](O)(C=1C=NC=C(C1)C1=NOC(=N1)C1CCN(CC1)S(=O)(=O)C)C1=CC=C(C=C1)C(C)C (R)-(1,3-Dimethyl-azetidin-3-yl)-(4-isopropyl-phenyl)-{5-[5-(1-methanesulfonyl-piperidin-4-yl)-[1,2,4]oxadiazol-3-yl]-pyridin-3-yl}-methanol